5-nitro-2-[(cis)-3-hydroxy-3-methylcyclobutylamino]-3-(trifluoromethyl)phenol [N+](=O)([O-])C=1C=C(C(=C(C1)O)NC1CC(C1)(C)O)C(F)(F)F